C(C)(C)N1C(=NN=C1)C1=CC=CC(=N1)NC(=O)NC1=NN=NN1 1-(6-(4-isopropyl-4H-1,2,4-triazol-3-yl)pyridin-2-yl)-3-(1H-tetrazol-5-yl)urea